C(C)(C)(C)OC(=O)N1C(CCC1)(C)CC=CS(NC(NC1=C2CCCC2=CC=2CCCC12)=O)(=O)=O 2-(3-(N-((1,2,3,5,6,7-hexahydro-s-indacen-4-yl)carbamoyl)sulfamoyl)allyl)-2-methylpyrrolidine-1-carboxylic acid tert-butyl ester